N-{[4-(benzyloxy)-3-methoxyphenyl]methyl}-3'-hydroxy[1,1'-biphenyl]-3-carboxamide C(C1=CC=CC=C1)OC1=C(C=C(C=C1)CNC(=O)C=1C=C(C=CC1)C1=CC(=CC=C1)O)OC